NC=1C(=NC(=C(N1)C(NCCN)=O)N)C(=O)NCCNC(C(CCCCNC([O-])=O)NC([O-])=O)=O 6-(2-(3,6-diamino-5-(2-aminoethylcarbamoyl) pyrazine-2-carboxamido)ethylamino)-6-oxohexane-1,5-diyldicarbamate